5-fluoro-[1,2,4]triazolo[1,5-a]pyridin-2-amine FC1=CC=CC=2N1N=C(N2)N